NC1=CC2=C(C=CC=C2C=C1)B(O)O 2-AMINONAPHTHALENE-8-BORONIC ACID